n-methyl-5-[2-[(2S)-1-methylpyrrolidine-2-carbonyl]-2,7-diazaspiro[3.5]non-7-yl]-7-(trifluoromethyl)thieno[3,2-b]pyridine-3-carboxamide CNC(=O)C1=CSC=2C1=NC(=CC2C(F)(F)F)N2CCC1(CN(C1)C(=O)[C@H]1N(CCC1)C)CC2